m-[7-(2,6-dimethyl-4-pyridinyl)-4-({[(5-oxo-3-pyrrolidinyl)methyl]amino}carbonyl)-1,5,9-triazabicyclo[4.3.0]non-2,4,6,8-tetraen-8-yl]benzonitrile CC1=NC(=CC(=C1)C1=C2N=C(C=CN2N=C1C=1C=C(C#N)C=CC1)C(=O)NCC1CNC(C1)=O)C